N-((1S,3R)-3-((2'-(benzyloxy)-6-chloro-3',4'-difluoro-[1,1'-biphenyl]-3-yl)methyl)-3-(4-(chloromethyl)oxazol-2-yl)cyclopentyl)methanesulfonamide C(C1=CC=CC=C1)OC1=C(C=CC(=C1F)F)C1=CC(=CC=C1Cl)C[C@]1(C[C@H](CC1)NS(=O)(=O)C)C=1OC=C(N1)CCl